4-((4-fluorophenyl)ethynyl)-N-((tetrahydrofuran-3-yl)methyl)benzamide FC1=CC=C(C=C1)C#CC1=CC=C(C(=O)NCC2COCC2)C=C1